FC1=C(CN(C(=O)NCC=2C=CC3=C(CCO3)C2)C2CCN(CC2)C)C=CC(=C1)F 1-(2,4-difluorobenzyl)-3-((2,3-dihydrobenzofuran-5-yl)methyl)-1-(1-methylpiperidin-4-yl)urea